(S)-N-[(3R,4R)-4-[(tert-butyldimethylsilyl)oxy]-2,2-difluoro-1-hydroxypentan-3-yl]-2-methylpropane-2-sulfinamide [Si](C)(C)(C(C)(C)C)O[C@@H]([C@H](C(CO)(F)F)N[S@@](=O)C(C)(C)C)C